diphenylnaphthalen-1-amine C1(=CC=CC=C1)C=1C(=C(C2=CC=CC=C2C1)N)C1=CC=CC=C1